BrC1=CC(=CC=2N(C=NC21)CC2=CC=C(C=C2)OC)C2(CC(C2)C)C2=NN=CN2C 4-bromo-1-(4-methoxybenzyl)-6-(3-methyl-1-(4-methyl-4H-1,2,4-triazol-3-yl)cyclobutyl)-1H-benzo[d]imidazole